C(C)(C)(C)OC(NC1=NN(C(=C1)C)CC=1C=NC(=CC1)C(C)(C)O)=O (1-((6-(2-hydroxyprop-2-yl)pyridin-3-yl)methyl)-5-methyl-1H-pyrazol-3-yl)carbamic acid tert-butyl ester